C(C)(C)(C)OC(C(CN1N=C(C=C1)[C@@H]1CC[C@H](CC1)C1=C(C(N=C(N1)C=1SC=CN1)C1=C(C(=C(C=C1)F)F)Cl)C(=O)OCC)(C)C)=O (trans)-Ethyl 6-(4-(1-(3-(tert-butoxy)-2,2-dimethyl-3-oxopropyl)-1H-pyrazol-3-yl)cyclohexyl)-4-(2-chloro-3,4-difluorophenyl)-2-(thiazol-2-yl)-1,4-dihydropyrimidine-5-carboxylate